C(CCCCCCCC=C)(=O)OC 9-decenoic acid, methyl ester